FC(C(=O)O)(F)F.C(C)(C)OC=1C(=CC2=CN(N=C2C1)C12COC(C1)(C2)C)C(=O)NC=2C(N(C=CC2)C)=O 6-isopropoxy-N-(1-methyl-2-oxo-1,2-dihydropyridin-3-yl)-2-(1-methyl-2-oxabicyclo[2.1.1]hexan-4-yl)-2H-indazole-5-carboxamide trifluoroacetate